2-({2-[4-(2-hydroxyethoxy)pyridin-2-yl]-5H,6H,7H-cyclopenta[d]pyrimidin-4-yl}(methyl)amino)-N-(3-methylpentan-3-yl)acetamide OCCOC1=CC(=NC=C1)C=1N=C(C2=C(N1)CCC2)N(CC(=O)NC(CC)(CC)C)C